BrC=1C=C(C=2N(C1)C(=NC2)C(=O)NNC(C(F)(F)F)=O)Cl 6-bromo-8-chloro-N'-(2,2,2-trifluoroacetyl)imidazo[1,5-a]pyridin-3-carbohydrazide